5-((5-(4-(3,5-difluorophenyl)-5,6-dihydrocyclopenta[d][1,2,3]triazol-2(4H)-yl)pyridin-3-yl)ethynyl)pyrimidin-2-amine FC=1C=C(C=C(C1)F)C1CCC2=NN(N=C21)C=2C=C(C=NC2)C#CC=2C=NC(=NC2)N